CC1(C2=CC(=CC=C2C=2C=CC(=CC12)OC1OCCCC1)OC1OCCCC1)O 9-methyl-2,7-bis(tetrahydropyran-2-yloxy)fluoren-9-ol